8-[(2s,5r)-4-{1-[4-(difluoromethoxy)phenyl]ethyl}-2-ethyl-5-methylpiperazin-1-yl]-5-methyl-6-oxo-5,6-dihydro-1,5-naphthyridine-2-carbonitrile FC(OC1=CC=C(C=C1)C(C)N1C[C@@H](N(C[C@H]1C)C1=CC(N(C=2C=CC(=NC12)C#N)C)=O)CC)F